BrC=1C=C2C(=NNC2=CC1)NC=O N-(5-bromo-1H-indazol-3-yl)formamide